N-({5-[5-(difluoromethyl)-1,3,4-oxadiazol-2-yl]-1,3-thiazol-2-yl}methyl)-N-{1-[2-(trifluoromethoxy)ethyl]-1H-pyrazol-4-yl}ethane-1-sulfonamide FC(C1=NN=C(O1)C1=CN=C(S1)CN(S(=O)(=O)CC)C=1C=NN(C1)CCOC(F)(F)F)F